C(CC(=O)O)CN aminobutanoic acid